N(=[N+]=[N-])CC1(OC2=C(C1)C=C(C=C2\C(\C)=N\[S@](=O)C(C)(C)C)F)CF (R)-N-((E)-1-(2-(azidomethyl)-5-fluoro-2-(fluoromethyl)-2,3-dihydrobenzofuran-7-yl)ethylidene)-2-methylpropane-2-sulfinamide